Bicyclo[1.1.0]butan-1-yl(3-(9-methyl-6-(4-(trifluoromethoxy)phenyl)-9H-purin-2-yl)azetidin-1-yl)methanone C12(CC2C1)C(=O)N1CC(C1)C1=NC(=C2N=CN(C2=N1)C)C1=CC=C(C=C1)OC(F)(F)F